6-(2,6-dichloro-4-nitro-phenoxy)-3,4-dihydro-2H-isoquinolin-1-one ClC1=C(OC=2C=C3CCNC(C3=CC2)=O)C(=CC(=C1)[N+](=O)[O-])Cl